ClC=1C=C2CCN(CC2=C(C1)[C@H]1N(CCC1)C(=O)OC(C)(C)C)C(=O)N1CCOCC1 tert-butyl (S)-2-(6-chloro-2-(morpholine-4-carbonyl)-1,2,3,4-tetrahydroisoquinolin-8-yl)pyrrolidine-1-carboxylate